C(C)(C)C1=CC=C(C=C1)/C=C/C(=O)C1=C(C2=C(NC1=O)SC=C2)SC (E)-5-(3-(4-isopropylphenyl)acryloyl)-4-methylthiothieno[2,3-b]pyridin-6(7H)-one